2-(4-methoxy-3-propoxyphenyl)pyrimidine COC1=C(C=C(C=C1)C1=NC=CC=N1)OCCC